(3S,5S,7S)-3-Hydroxy-7-(4-methoxybenzyloxy)-2,2,5,8,8-pentamethylnonanoic acid O[C@H](C(C(=O)O)(C)C)C[C@@H](C[C@@H](C(C)(C)C)OCC1=CC=C(C=C1)OC)C